3-[1-(2-amino-2-methyl-propionyl)-4-piperidinyl]-1-sulfamoyl-pyrrole-2-carboxylate hydrochloride Cl.NC(C(=O)N1CCC(CC1)C1=C(N(C=C1)S(N)(=O)=O)C(=O)O)(C)C